The molecule is a monocarboxylic acid that is acrylic acid with substituents 4-methoxyphenyl at position 2 and 6-methylpyridin-2-yl at position 3. It has a role as a metabolite. It is a monocarboxylic acid, a monomethoxybenzene and a member of pyridines. It derives from an acrylic acid. CC1=NC(=CC=C1)/C=C(/C2=CC=C(C=C2)OC)\\C(=O)O